N-(2-(2,6-dioxopiperidin-3-yl)-1-oxoisoindolin-5-yl)indoline O=C1NC(CCC1N1C(C2=CC=C(C=C2C1)N1CCC2=CC=CC=C12)=O)=O